ClCCOCC(=O)NC12CC(C1)(C2)NC([O-])=O (3-(2-(2-chloroethoxy)acetamido)bicyclo[1.1.1]pentan-1-yl)carbamate